2-(4-cyanophenyl)-5-fluoroisonicotinic acid C(#N)C1=CC=C(C=C1)C=1C=C(C(=O)O)C(=CN1)F